COC(=O)C=1C=CC(=C2C=NN(C12)[C@H](C)C1=CC=C(C=C1)N1CCCC1)C#CC (R)-4-(propane-1-yn-1-yl)-1-(1-(4-(Pyrrolidin-1-yl)phenyl)ethyl)-1H-indazole-7-carboxylic acid methyl ester